1-(3-fluoro-5-(trifluoromethyl)pyridin-2-yl)-N-(2-methoxyethyl)ethan-1-amine FC=1C(=NC=C(C1)C(F)(F)F)C(C)NCCOC